N(=[N+]=[N-])C1=CC=C(C=C1)NC(CI)=O N-(4-azidophenyl)-2-iodo-acetamide